Dl-N-(5-(cyclopropylethynyl)-1,3,4-thiadiazol-2-yl)-2-(2-(difluoromethyl)-5-methoxypyridin-4-yl)-4-(5-methyl-1,3,4-oxadiazol-2-yl)benzamide C1(CC1)C#CC1=NN=C(S1)NC(C1=C(C=C(C=C1)C=1OC(=NN1)C)C1=CC(=NC=C1OC)C(F)F)=O